(S)-Phenyl(2-(3-(3-phenylpropyl)-1,2,4-oxadiazol-5-yl)pyrrolidin-1-yl)methanone dysprosium [Dy].C1(=CC=CC=C1)C(=O)N1[C@@H](CCC1)C1=NC(=NO1)CCCC1=CC=CC=C1